C(#N)C1=C(C=C(C=C1)NC(C(C)(C)O)=O)C(F)(F)F N-(4-cyano-3-(trifluoromethyl)phenyl)-2-hydroxy-2-methylpropanamide